NC1=NC(=NN2C1=NC=C2CC2=CC(=C(C=C2)OC)OCCNC)O[C@@H](CCO)CCC |o1:25| (R or S)-3-((4-amino-7-(4-methoxy-3-(2-(methylamino)ethoxy)benzyl)imidazo[2,1-f][1,2,4]triazin-2-yl)oxy)hexan-1-ol